C(C)(C)(CC(C)(C)C)C1=CC=C(C=C1)O p-tertoctyl-phenol